(E)-N'-(3,5-dimethoxybenzylidene)-5-(4-methoxyphenyl)-1,2,4-thiadiazole-3-carbohydrazide COC=1C=C(\C=N\NC(=O)C2=NSC(=N2)C2=CC=C(C=C2)OC)C=C(C1)OC